CN1C2=C(N(C(C1=O)=O)C1CCN(CC1)CC1=CC=C(C=C1)OC(F)(F)F)N=CC(=C2)C 1,7-dimethyl-4-(1-(4-(trifluoromethoxy)benzyl)piperidin-4-yl)-1,4-dihydropyrido[2,3-b]pyrazine-2,3-dione